FC1=C(CC2(CCC2)CN)C=C(C=C1)F (1-(2,5-difluorobenzyl)cyclobutyl)methanamine